3-(cyclopropyldifluoromethyl)pyrrolidine 2,2,2-trifluoroacetate FC(C(=O)O)(F)F.C1(CC1)C(C1CNCC1)(F)F